(S)-N-(5-(1-methyl-1H-pyrazol-4-yl)pyridin-2-yl)-2-phenyl-2-((2-(4-(trifluoromethyl)phenyl)propyl)amino)acetamide CN1N=CC(=C1)C=1C=CC(=NC1)NC([C@@H](NCC(C)C1=CC=C(C=C1)C(F)(F)F)C1=CC=CC=C1)=O